COC=1C(=CC=2C3=C(C=NC2C1)NC(N3CC3=CC(=C(C=C3)S(=O)(=O)N)F)=O)OC 4-((7,8-Dimethoxy-2-oxo-2,3-dihydro-1H-imidazo[4,5-c]quinolin-1-yl)methyl)-2-fluorobenzenesulfonamide